BrC1=C(C=C(C(=C1)F)OC)S(=O)(=O)Cl 2-bromo-4-fluoro-5-methoxybenzenesulfonyl chloride